N1(CCOCC1)C=1C2=C(N=CN1)N(C(=C2)C2=CC=C(C=C2)NC(=O)NC2CCN(CC2)C(=O)OCCCC)COCC[Si](C)(C)C butyl 4-[({4-[4-(morpholin-4-yl)-7-{[2-(trimethylsilyl)ethoxy]methyl}-7H-pyrrolo[2,3-d]pyrimidin-6-yl]phenyl}carbamoyl)amino]piperidine-1-carboxylate